3-([1,1'-biphenyl]-4-yl)propionic acid C1(=CC=C(C=C1)CCC(=O)O)C1=CC=CC=C1